N=1N(N=CC1)C1=C(C=C(C=N1)NC(=O)C1=C(C=C(C=C1)C1=CC(=CC=C1)Cl)C)C(F)(F)F N-(6-(2H-1,2,3-triazol-2-yl)-5-(trifluoromethyl)pyridin-3-yl)-3'-chloro-3-methyl-[1,1'-biphenyl]-4-carboxamide